benzyl 4-(14,14-dimethyl-12-oxo-3,6,9,13-tetraoxapentadecyl)piperazine-1-carboxylate CC(OC(CCOCCOCCOCCN1CCN(CC1)C(=O)OCC1=CC=CC=C1)=O)(C)C